N1(CCC2=CC=CC=C12)CCOCC=1N=C(OC1)N(CC1=CC(=CC=C1)OC)CC1=CC(=CC=C1)OC 4-((2-(indolin-1-yl)ethoxy)methyl)-N,N-bis(3-methoxybenzyl)oxazol-2-amine